COC1=CC=C2NC=C(CCNCCC)C2=C1 5-methoxy-N-propyltryptamine